N1CC(N2C1=CC=CC2)C(=O)O 1,2,3,5-tetrahydroimidazo[1,2-a]pyridine-3-carboxylic acid